(2s,4r)-tetrahydro-4-methyl-2-(2-methyl-1-propenyl)-2H-pyran C[C@H]1C[C@H](OCC1)C=C(C)C